3-{2-fluoro-4-methoxy-5-[(2-methyl-1,3-benzooxazol-4-yl)methoxy]phenyl}-2,4-dioxo-1H-thieno[3,4-d]pyrimidine-5-carboxylic acid FC1=C(C=C(C(=C1)OC)OCC1=CC=CC2=C1N=C(O2)C)N2C(NC=1C(C2=O)=C(SC1)C(=O)O)=O